BrC1=NC=C(C(=C1)C1=CC=CC=C1)Br 2,5-dibromo-4-phenylpyridine